CC1=C(C=CC=C1C)N1CCN(CC1)C(CN1N=C(C2=C1CCCCC2)C(=O)N2C[C@H]([C@H](CC2)O)F)=O 1-(4-(2,3-dimethylphenyl)piperazin-1-yl)-2-(3-((3R,4S)-3-fluoro-4-hydroxypiperidine-1-carbonyl)-5,6,7,8-tetrahydrocyclohepta[c]pyrazol-1(4H)-yl)ethanone